C(C)C(C(C(=O)[O-])O)C(=O)[O-] 3-Ethylmalate